5-(((1r,3r)-3-(4-(2-(4-((2-(2,6-diazaspiro[3.4]octan-6-yl)pyrimidin-4-yl)methoxy)phenyl)propan-2-yl)phenoxy)cyclobutyl)amino)-2-(2,6-dioxopiperidin-3-yl)isoindolin-1,3-dione C1NCC12CN(CC2)C2=NC=CC(=N2)COC2=CC=C(C=C2)C(C)(C)C2=CC=C(OC1CC(C1)NC=1C=C3C(N(C(C3=CC1)=O)C1C(NC(CC1)=O)=O)=O)C=C2